6-(bromomethyl)-nicotinic acid methyl ester COC(C1=CN=C(C=C1)CBr)=O